Cl.Cl.N[C@H](C(F)C1=C(C2=NC(=CC(=C2S1)NCC=1OC=CC1)Cl)Br)C 2-[(2S)-2-amino-1-fluoropropyl]-3-bromo-5-chloro-N-[(furan-2-yl)methyl]thieno[3,2-b]pyridin-7-amine dihydrochloride